C(C)(=O)O\N=C(/C=C/C1=CC=C(C=C1)OC)\C1=CC=CC=C1 (1E,2E)-3-(4-methoxyphenyl)-1-phenylprop-2-en-1-one O-acetyloxime